6-Butyl-1,4-dihydro-4-oxo-7-(phenyl-methoxy)-3-quinolinecarboxylic acid methyl ester COC(=O)C1=CNC2=CC(=C(C=C2C1=O)CCCC)OCC1=CC=CC=C1